CON1CC(=C(C(=C1)C)OC)C N-methoxy-4-methoxy-3,5-dimethyl-pyridine